BrCC\C=C/CCCCCCCCCCC(OC)OC (3Z)-1-bromo-15,15-dimethoxy-3-pentadecene